ClC=1C=CC=2N=CN=C(C2N1)NC1=C(C(=C(C=C1)OC1=CC2=C(N(N=N2)C)C=C1)F)F 6-chloro-N-[2,3-difluoro-4-(1-methylbenzotriazol-5-yl)oxy-phenyl]pyrido[3,2-d]pyrimidin-4-amine